[N+](=[N-])=C1C(=NN=C1N1N=C(C(=C1[N+](=O)[O-])N)[N+](=O)[O-])N1N=C(C(=C1[N+](=O)[O-])N)[N+](=O)[O-] 4-diazo-bis(4-amino-3,5-dinitropyrazol-1-yl)pyrazole